C(CC(C)C)OC(=O)C=1NC2=CC=C(C=C2C1C#C)F 3-Ethynyl-5-fluoro-1H-indole-2-carboxylic acid isopentyl ester